O(O)O.[Co] cobalt (oxy) hydroxide